COC(/C(=N/OC)/C1=C(C=CC=C1)C)=O (E)-2-methyl-α-methoxyiminophenylacetic acid methyl ester